C1=C(C=C(C(=C1I)OC2=CC(=C(C(=C2)I)O)I)I)C[C@@H](C(=O)O)N tetraiodothyronine